BrC1=CC=C(C=C1)C=1C=C2C(=CNC2=CC1)C(=O)N 5-(4-bromophenyl)-1H-indole-3-carboxamide